NC1=C(C(=O)NC2CCC(CC2)O)C=C(C=N1)C1=CC=C(C=C1)C12CN(CC2C1)C1CCS(CC1)(=O)=O 2-amino-5-(4-(3-(1,1-dioxidotetrahydro-2H-thiopyran-4-yl)-3-azabicyclo[3.1.0]hexan-1-yl)phenyl)-N-(4-hydroxycyclohexyl)nicotinamide